tert-butyl 2-methyl-6-(4,4,5,5-tetramethyl-1,3,2-dioxaborolan-2-yl)benzoate CC1=C(C(=O)OC(C)(C)C)C(=CC=C1)B1OC(C(O1)(C)C)(C)C